ethyl 3-((2,5-dichlorobenzamido)methyl)-5-ethyl-4,5-dihydroisoxazole-5-carboxylate ClC1=C(C(=O)NCC2=NOC(C2)(C(=O)OCC)CC)C=C(C=C1)Cl